C(C)(C)(C)OC(N[C@H](CC1C(OC(OC1=O)(C)C)=O)CCC)=O (S)-(1-(2,2-dimethyl-4,6-dioxo-1,3-dioxan-5-yl)pentan-2-yl)carbamic acid tert-butyl ester